ClC1=C(C(=NN1C)C1=NC(=CC=C1)C)C(=O)NC1CCN(CC1)CCC(C)(C)C 5-Chloro-N-(1-(3,3-dimethylbutyl)piperidin-4-yl)-1-methyl-3-(6-methylpyridin-2-yl)-1H-pyrazole-4-carboxamide